chlorine compound with copper [Cu].[Cl]